ClC=1C=CC=C2C(C(NC12)=O)=O 7-chloroindole-2,3-dione